ClC1=C(C=C(C=O)C=C1C)C 4-CHLORO-3,5-DIMETHYLBENZALDEHYDE